NC=1C(=NC=C(N1)N1CCC2(CC1)CC=1C(=NC=CC1)[C@H]2N)SC2=C(C(=NC=C2)N2CC(C2)C(C)(C)O)Cl (S)-2-(1-(4-(3-amino-5-(7-amino-5,7-dihydrospiro[cyclopenta[b]pyridine-6,4'-piperidine]-1'-yl)pyrazin-2-ylsulfanyl)-3-chloropyridin-2-yl)azetidin-3-yl)propan-2-ol